N-((4-((4-(cyclopropylamino)cyclohexyl)oxy)-3-nitrophenyl)sulfonyl)-2-(3,4-dihydro-2H-pyrrolo[3',2':5,6]pyrido[2,3-b][1,4]oxazepin-1(7H)-yl)benzamide C1(CC1)NC1CCC(CC1)OC1=C(C=C(C=C1)S(=O)(=O)NC(C1=C(C=CC=C1)N1C2=C(OCCC1)N=C1C(=C2)C=CN1)=O)[N+](=O)[O-]